5-bromo-N3,6-dimethylpyridine-2,3-diamine BrC=1C=C(C(=NC1C)N)NC